(1R,3S,5R)-2-(2-(4-amino-6-fluoro-8-methoxy-9H-pyrimido[4,5-b]indol-9-yl)acetyl)-N-(6-bromopyridin-2-yl)-5-methyl-2-azabicyclo[3.1.0]hexane-3-carboxamide NC1=NC=NC=2N(C3=C(C=C(C=C3C21)F)OC)CC(=O)N2[C@@H]1C[C@@]1(C[C@H]2C(=O)NC2=NC(=CC=C2)Br)C